N-(2-(anti-4,4-difluoro-2-methylcyclohexyl)-4-(2,5-difluorophenyl)pyridin-3-yl)-3-methoxyisoxazole-5-carboxamide FC1(CC(C(CC1)C1=NC=CC(=C1NC(=O)C1=CC(=NO1)OC)C1=C(C=CC(=C1)F)F)C)F